[Li+].FC1=C(C(=C(C(=C1C(=O)[O-])F)F)F)F pentafluorobenzoic acid, lithium salt